1-(5-((3-fluorophenyl)ethynyl)-2,3-dihydro-1H-inden-1-yl)piperidine-4-carboxylic acid FC=1C=C(C=CC1)C#CC=1C=C2CCC(C2=CC1)N1CCC(CC1)C(=O)O